2-(prop-1-yn-1-yl)pyridine C(#CC)C1=NC=CC=C1